4-(piperidin-4-ylamino)benzoic acid methyl ester 2HCl Cl.Cl.COC(C1=CC=C(C=C1)NC1CCNCC1)=O